(3R,4R)-1-(5-((2'-ethyl-6',7'-dihydrospiro[piperidine-4,4'-thieno[3,2-c]pyran]-1-yl)methyl)pyridin-2-yl)pyrrolidine-3,4-diol C(C)C1=CC=2C3(OCCC2S1)CCN(CC3)CC=3C=CC(=NC3)N3C[C@H]([C@@H](C3)O)O